N-[5-(3-chloro-5-cyano-4-hydroxyphenyl)-4-fluoro-2-[(3R,5S)-3,4,5-trimethylpiperazin-1-yl]phenyl]-6-oxo-4-(trifluoromethyl)-1H-pyridine-3-carboxamide ClC=1C=C(C=C(C1O)C#N)C=1C(=CC(=C(C1)NC(=O)C1=CNC(C=C1C(F)(F)F)=O)N1C[C@H](N([C@H](C1)C)C)C)F